O1CCN(CC1)C=1C=C(CN2CCC3(CC2)COC2=C4CN(C(C4=CC=C23)=O)C2C(NC(CC2)=O)=O)C=CC1 3-(1'-(3-morpholinobenzyl)-6-oxo-6,8-dihydro-2H,7H-spiro[furo[2,3-e]isoindole-3,4'-piperidin]-7-yl)piperidine-2,6-dione